C12OC(C3CC(CC1)C23)=O 2-oxatricyclo[4.2.1.0(4,9)]nonan-3-one